NCCN 2-Aminoethyl-Amine